C(CCCCC=CCCC)(=O)O Dec-6-enoic acid